(E)-N-(3-(4-(4-phenoxyphenoxy)pyridin-3-yl)phenyl)but-2-enamide O(C1=CC=CC=C1)C1=CC=C(OC2=C(C=NC=C2)C=2C=C(C=CC2)NC(\C=C\C)=O)C=C1